O[C@H]([C@H](C)N1N=CC(=C1)C#N)C[C@H]1CC[C@H]2[C@@H]3CC[C@@H]4C[C@](CC[C@@H]4[C@H]3CC[C@]12C)(C)O 1-((2S,3S)-3-hydroxy-4-((3R,5R,8R,9R,10S,13R,14S,17R)-3-hydroxy-3,13-dimethylhexadecahydro-1H-cyclopenta[a]phenanthren-17-yl)butan-2-yl)-1H-pyrazole-4-carbonitrile